2-amino-N-(p-tolyl)ethane-1-sulfonamide hydrochloride Cl.NCCS(=O)(=O)NC1=CC=C(C=C1)C